Bocguanidine C(=O)(OC(C)(C)C)NC(=N)N